CCCCCCCCCC/C=C/C=C/OC(=O)C tetradecadienyl acetate